(1R,5S,6r)-3-(tert-butyloxycarbonyl)-3-azabicyclo[3.1.0]hexane-6-carboxylic acid C(C)(C)(C)OC(=O)N1C[C@H]2C([C@H]2C1)C(=O)O